(S)-7-(1-(3-(4-(4-(aminomethyl)phenyl)piperazin-1-yl)propanoyl)piperidin-4-yl)-2-(4-phenoxyphenyl)-4,5,6,7-tetrahydropyrazolo[1,5-a]pyrimidine-3-carboxamide NCC1=CC=C(C=C1)N1CCN(CC1)CCC(=O)N1CCC(CC1)[C@@H]1CCNC=2N1N=C(C2C(=O)N)C2=CC=C(C=C2)OC2=CC=CC=C2